(5-methyl-6-carbonyl-5,6-dihydrobenzo[4,5]imidazo[2,1-a]isoquinolin-5-yl)acetaldehyde CC1(C(N2C(C=3C=CC=CC13)=NC1=C2C=CC=C1)=C=O)CC=O